7-bromo-5-chloro-1,3-thiazolo[5,4-b]pyridine-2-amine BrC1=C2C(=NC(=C1)Cl)SC(=N2)N